(S)-Ethyl 3-(6-methoxypyridin-3-yl)-3-(3-(2-(5,6,7,8-tetrahydro-1,8-naphthyridin-2-yl)ethyl)azetidine-1-carboxamido)propanoate COC1=CC=C(C=N1)[C@H](CC(=O)OCC)NC(=O)N1CC(C1)CCC1=NC=2NCCCC2C=C1